3,3,3-trifluoro-1-[rac-(5R,7R)-7-fluoro-5-phenyl-6,7-dihydro-5H-pyrrolo[1,2-b][1,2,4]triazol-2-yl]propan-1-one FC(CC(=O)C=1N=C2N(N1)[C@H](C[C@H]2F)C2=CC=CC=C2)(F)F |r|